4-[2-(azetidin-3-yl)ethoxy]-2-(2,6-dioxopiperidin-3-yl)isoindol N1CC(C1)CCOC=1C2=CN(C=C2C=CC1)C1C(NC(CC1)=O)=O